C(C)(C)(C)OC(COC=1C=C(C=CC1)[C@@H](CCC1=CC(=C(C=C1)OC)OC)OC(=O)[C@H]1N(CCCC1)C(C(C(CC)(C)C)=O)=O)=O [(1R)-1-[3-(2-tert-butoxy-2-oxo-ethoxy)phenyl]-3-(3,4-dimethoxyphenyl)propyl](2S)-1-(3,3-dimethyl-2-oxo-pentanoyl)piperidine-2-carboxylate